F[C@H]1C[C@H](CO[C@@H]1C(=O)NNC(=O)C1(CCC1)OC(F)(F)F)NC(OC(C)(C)C)=O tert-butyl ((3R,5S,6R)-5-fluoro-6-(2-(3-cis-(trifluoromethoxy)cyclobutanecarbonyl)hydrazinecarbonyl)tetrahydro-2H-pyran-3-yl)carbamate